3-(7-(2-amino-7-fluoro-benzo[d]thiazol-4-yl)-4-(3,8-diazabicyclo[3.2.1]octan-3-yl)-8-fluoro-2-(((3R,4R)-4-methoxy-1-methylpyrrolidin-3-yl)oxy)quinazolin-6-yl)-propanenitrile NC=1SC2=C(N1)C(=CC=C2F)C2=C(C=C1C(=NC(=NC1=C2F)O[C@@H]2CN(C[C@H]2OC)C)N2CC1CCC(C2)N1)CCC#N